2-((5-bromoimidazo[1,2-a]pyrazin-8-yl)amino)thiazol BrC1=CN=C(C=2N1C=CN2)NC=2SC=CN2